azetidin-1-yl((1r,3r)-3-((5-(1-(2,2-difluoroethyl)-2-methyl-1H-benzo[d]imidazol-6-yl)-4-methoxypyrrolo[2,1-f][1,2,4]triazin-2-yl)amino)-1-methylcyclobutyl)methanone N1(CCC1)C(=O)C1(CC(C1)NC1=NN2C(C(=N1)OC)=C(C=C2)C=2C=CC1=C(N(C(=N1)C)CC(F)F)C2)C